3-(2-oxo-6-((4-((((1R,2S,4R)-1,7,7-trimethylbicyclo[2.2.1]heptan-2-yl)amino)methyl)benzyl)amino)benzo[cd]indol-1(2H)-yl)piperidine-2,6-dione O=C1N(C2=CC=C(C=3C2=C1C=CC3)NCC3=CC=C(C=C3)CN[C@@H]3[C@@]1(CC[C@H](C3)C1(C)C)C)C1C(NC(CC1)=O)=O